CN(CCN(C1=CC=C(C=C1)NC=1N=CC2=C(N1)N(C(C=C2C#C)=O)C)C)C 2-[(4-{[2-(Dimethylamino)ethyl](methyl)amino}phenyl)amino]-5-ethynyl-8-methylpyrido[2,3-d]pyrimidin-7-one